4-(7-fluoro-3-isopropyl-benzoimidazol-5-yl)-5-methyl-pyridin-2-amine FC1=CC(=CC2=C1N=CN2C(C)C)C2=CC(=NC=C2C)N